C(=C)Cl.[Zn] zinc vinyl chloride